3-chloro-5-(3-isopropyl-5-(piperidin-4-yl)-1H-indol-2-yl)-1-methylpyridin-2(1H)-one ClC=1C(N(C=C(C1)C=1NC2=CC=C(C=C2C1C(C)C)C1CCNCC1)C)=O